OC1=C(C=O)C(=CC=C1)OCC1=CC=C(C=C1)OC 2-hydroxy-6-[(4-methoxyphenyl)methoxy]benzaldehyde